C(C)C1=C(C=CC(=N1)C=1N=NN(C1CN1C(C=CC(=C1)CCC)=O)C)I 1-{[4-(6-ethyl-5-iodopyridin-2-yl)-1-methyl-1H-1,2,3-triazol-5-yl]methyl}-5-propyl-1,2-dihydropyridin-2-one